C[C@H]1C[C@H](C[C@H](C1)C1=C2C=CC=NC2=C(C=C1)C(F)(F)F)N (1R,3R,5S)-3-methyl-5-(8-(trifluoromethyl)quinolin-5-yl)cyclohexylamine